(±)-trans-methyl 2-((3-(4-chlorobenzyl)-4-((4-((5-fluoropyridin-2-yl)oxy)phenyl)amino)-2,6-dioxo-3,6-dihydro-1,3,5-triazin-1(2H)-yl)methyl)cyclopropane-1-carboxylate ClC1=CC=C(CN2C(N(C(N=C2NC2=CC=C(C=C2)OC2=NC=C(C=C2)F)=O)C[C@H]2[C@@H](C2)C(=O)OC)=O)C=C1 |r|